6-Bromo-4-fluoro-7-methyl-1H-indole-2,3-dione BrC1=CC(=C2C(C(NC2=C1C)=O)=O)F